5-[m-(5,6-dichloro-2,3-dihydro-1-benzofuran-2-yl)phenyl]-1H-tetraazole ClC=1C(=CC2=C(CC(O2)C=2C=C(C=CC2)C2=NN=NN2)C1)Cl